oxaspiro[3.3]Heptane-6-yl-methanol O1CCC12CC(C2)CO